OCCCOC=1C=C2C=CC(=CC2=CC1)C1(C2=CC=CC=C2C=2C=CC=CC12)C1=CC2=CC=C(C=C2C=C1)OCCCO 9,9-Bis(6-(3-hydroxypropoxy)-2-naphthyl)fluorene